FC(C=1C=C(C=C(C1)C(F)(F)F)C1=C(C(=CC=C1C#CCN1CCOCC1)C=1NN=C(C1)C(F)(F)F)O)(F)F 2-(3,5-bis(trifluoromethyl)phenyl)-3-(3-(morpholin-4-yl)prop-1-ynyl)-6-(5-(trifluoromethyl)-2H-pyrazol-3-yl)phenol